(3-bromo-2-fluorophenyl)(oxetan-3-yl)methanol BrC=1C(=C(C=CC1)C(O)C1COC1)F